NC1=CC=C(C=C1)/C(=C\1/C(NC2=CC=C(C=C12)C(=O)OC)=O)/NC1=CC=C(C=C1)N(C(CN1CCN(CC1)C)=O)C methyl (Z)-3-((4-aminophenyl)((4-(N-methyl-2-(4-methylpiperazin-1-yl)acetamido) phenyl)amino)methylene)-2-oxoindoline-5-carboxylate